C12=C(C(=C(C(=C1F)F)F)F)C3=NC4=NC(=NC5=C6C(=C([N-]5)N=C7C8=C(C(=C(C(=C8F)F)F)F)C(=N7)N=C2[N-]3)C(=C(C(=C6F)F)F)F)C9=C4C(=C(C(=C9F)F)F)F.[Co+2] Cobalt(II) 1,2,3,4,8,9,10,11,15,16,17,18,22,23,24,25-hexadecafluoro-29H,31H-phthalocyanine